Cl.Cl.N1=CC=CC=C1CCN Pyridin-6-ylethylamine dihydrochloride